tert-butyl 4-(3-bromo-4-fluorophenyl)-5,6-dihydropyridine-1(2H)-carboxylate BrC=1C=C(C=CC1F)C1=CCN(CC1)C(=O)OC(C)(C)C